tert-butyl (5-([1,4'-bipiperidin]-1'-yl)-2-amino-4-fluorophenyl)carbamate N1(CCCCC1)C1CCN(CC1)C=1C(=CC(=C(C1)NC(OC(C)(C)C)=O)N)F